ClC1=CC=C2C(=N1)N=C(O2)N2CCN(CC2)C(=O)C2=CC=C(C=C2)C2=NOC(=N2)C2(CC2)CF [4-(5-chlorooxazolo[4,5-b]pyridin-2-yl)piperazin-1-yl]-[4-[5-[1-(fluoromethyl)cyclopropyl]-1,2,4-oxadiazol-3-yl]phenyl]methanone